ClC1=C(CNC(=O)[C@]2(C=3C=CC=NC3[C@H](CC2)O)F)C=CC(=C1)F (5S,8S)-N-(2-chloro-4-fluorobenzyl)-5-fluoro-8-hydroxy-5,6,7,8-tetra-hydroquinoline-5-carboxamide